CN1C=C(C[C@H](N)C(=O)O)N=C1 1-methyl-histidine